ClC=1C=C(C=C(C1)C1=CC=CC=C1)C1=CC=C(C=C1)C1=CC=CC=C1 5'-chloro-1,1':3',1'':4'',1'''-quaterphenyl